N-acetyl-S-(N-methylcarbamoyl)-L-cysteine-d3 C(C)(=O)N([C@@](C(SC(NC)=O)[2H])(C(=O)O)[2H])[2H]